FC1=C(C(=O)O)C=CC=C1C1CN(CC1)C1=CC=C(C=C1)OC 2-fluoro-3-(1-(4-methoxyphenyl)pyrrolidin-3-yl)benzoic acid